6-chloro-5'-(5-chloro-2-methylphenyl)-2'-(2-isopropoxyphenyl)-3'-isopropyl-3'H-spiro[indoline-3,4'-pyrrolo[3,4-d]imidazole]-2,6'(5'H)-dione ClC1=CC=C2C(=C1)NC(C21N(C(C=2N=C(N(C21)C(C)C)C2=C(C=CC=C2)OC(C)C)=O)C2=C(C=CC(=C2)Cl)C)=O